2-cyclopropyl-2,2-difluoroacetamide C1(CC1)C(C(=O)N)(F)F